CC(=CCC[C@@H](C=O)[C@H]1CC[C@@]2([C@@]1(CCC3=C2CCC4[C@@]3(CC[C@@H](C4(C)C)O)C)C)C)C 3β-hydroxylanosta-8,24-diene-21-al